(1R,2S,5S)-N-(4-Amino-1-((1R,2S)-2-methylcyclopropyl)-3,4-dioxobutan-2-yl)-3-(isobutyryl-L-valyl)-6,6-dimethyl-3-azabicyclo[3.1.0]hexane-2-carboxamide NC(C(C(C[C@@H]1[C@H](C1)C)NC(=O)[C@@H]1[C@H]2C([C@H]2CN1C([C@@H](NC(C(C)C)=O)C(C)C)=O)(C)C)=O)=O